Methyl (1R,3S,5R)-3-acetamido-5-hydroxycyclohexane-1-carboxylate C(C)(=O)N[C@H]1C[C@H](C[C@H](C1)O)C(=O)OC